1-(4-iodobutyl)-1H-indole ICCCCN1C=CC2=CC=CC=C12